7-amino-3-chloro-2-methyl-5-(methylsulfinyl)pyrazolo[1,5-a]pyrimidine-6-carbonitrile NC1=C(C(=NC=2N1N=C(C2Cl)C)S(=O)C)C#N